2-fluoro-N-(1-(2-(4-(trifluoromethyl)phenyl)pyrido[2,3-d]pyrimidin-4-yl)pyrrolidin-3-yl)acrylamide FC(C(=O)NC1CN(CC1)C=1C2=C(N=C(N1)C1=CC=C(C=C1)C(F)(F)F)N=CC=C2)=C